(1R,3R,4R)-2-[(2S)-2-(3-chloro-2-methyl-anilino)propanoyl]-N-[(1R)-1-cyano-2-[(3R)-2-oxo-3-piperidyl]ethyl]-5,5-difluoro-2-azabicyclo[2.2.2]octane-3-carboxamide ClC=1C(=C(N[C@H](C(=O)N2[C@H]3CC([C@@H]([C@@H]2C(=O)N[C@H](C[C@@H]2C(NCCC2)=O)C#N)CC3)(F)F)C)C=CC1)C